C1(CC1)[C@H](C(C)(C)O)N1C(C2=C(C=CC=C2C1)C1=CC(=CC=C1)C=1OC(=NN1)C)=O (R)-2-(1-cyclopropyl-2-hydroxy-2-methylpropyl)-7-(3-(5-methyl-1,3,4-oxadiazol-2-yl)phenyl)isoindolin-1-one